6-amino-pyridin-4-ol NC1=CC(=CC=N1)O